chromium tungsten-nickel [Ni].[W].[Cr]